CP(=O)(C)C1=CC=C(C=N1)NCC#CC=1C=C2C(=CC=CN2C1SC(F)(F)F)N[C@H]1[C@H](CN(CC1)C)F 2-(3-{[6-(dimethylphosphoryl)pyridin-3-yl]amino}prop-1-yn-1-yl)-N-[(3S,4R)-3-fluoro-1-methylpiperidin-4-yl]-3-[(trifluoromethyl)sulfanyl]indolizin-8-amine